2-(3,5-bis-trifluoromethyl-phenyl)-N-[4-(2-chloro-4-fluoro-phenyl)-1-ethyl-1H-pyrazolo[3,4-b]pyridin-5-yl]-N-methyl-isobutyramide FC(C=1C=C(C=C(C1)C(F)(F)F)C(C(=O)N(C)C=1C(=C2C(=NC1)N(N=C2)CC)C2=C(C=C(C=C2)F)Cl)(C)C)(F)F